4-benzyl 1-(tert-butyl) 4-(2-ethoxy-2-oxoethyl)-3-oxopiperidine-1,4-dicarboxylate C(C)OC(CC1(C(CN(CC1)C(=O)OC(C)(C)C)=O)C(=O)OCC1=CC=CC=C1)=O